1-(oxetan-3-ylmethyl)-1H-indole-6-carboxylic acid O1CC(C1)CN1C=CC2=CC=C(C=C12)C(=O)O